5-(5-chloro-2-hydroxy-4-methylphenyl)pyridine-3-carboxamide ClC=1C(=CC(=C(C1)C=1C=C(C=NC1)C(=O)N)O)C